1,1-dimethoxypropane-2-amine COC(C(C)N)OC